FC=1C(=NC=C(C1)F)[C@@H](CCOC)N1C[C@@H](N([C@@H](C1)C)C(C(C)C)=O)C(=O)NCC1=CC=C(C=C1)C1=NC=CC=N1 (2R,6R)-4-[(1R)-1-(3,5-difluoropyridin-2-yl)-3-methoxypropyl]-6-methyl-1-(2-methylpropanoyl)-N-{[4-(pyrimidin-2-yl)phenyl]methyl}piperazine-2-carboxamide